OC(CC(CO)O)CCCCCCCCC 4-Hydroxy-1,2-tridecanediol